3-[(3,4-dichlorobenzyl)sulfanyl]-5-propyl[1,2,4]triazolo[4,3-a]pyrimidin-7(8H)-one ClC=1C=C(CSC2=NN=C3N2C(=CC(N3)=O)CCC)C=CC1Cl